N'-Acetyl-4-amino-N-(benzothiophen-2-ylmethyl)-N',1-dimethyl-pyrazolo[4,3-c]quinoline-8-carbohydrazide C(C)(=O)N(N(C(=O)C1=CC=2C3=C(C(=NC2C=C1)N)C=NN3C)CC=3SC1=C(C3)C=CC=C1)C